NC1=C(C=C(C=N1)C1=CC(N(C=C1)C)=O)C(=O)N[C@@H]1[C@H](CCC1)OCC1=CC=C(C=C1)C=1C=C2CC[C@@H](C2=CC1)N1CCN(CC1)C 6-amino-1'-methyl-N-[(1S,2S)-2-({4-[(1S)-1-(4-methylpiperazin-1-yl)-2,3-dihydro-1H-inden-5-yl]phenyl}methoxy)cyclopentyl]-2'-oxo-1',2'-dihydro[3,4'-bipyridine]-5-carboxamide